NC1=CC(=NO1)C1CCN(CC1)C(=O)C=1NC2=CC(=C(C=C2C1)Cl)Cl (4-(5-aminoisoxazol-3-yl)piperidin-1-yl)(5,6-dichloro-1H-indol-2-yl)methanone